sodium 2,4-dichlorobenzoate ClC1=C(C(=O)[O-])C=CC(=C1)Cl.[Na+]